ethyl (8-((2-(dimethylamino)ethyl)amino)-2,3-diphenylpyrido[2,3-b]pyrazin-6-yl)carbamate CN(CCNC1=CC(=NC2=NC(=C(N=C21)C2=CC=CC=C2)C2=CC=CC=C2)NC(OCC)=O)C